C(C)(C)(C)OC(C(C(C)C)NC(CCOCCON1C(C2=CC=CC=C2C1=O)=O)=O)=O 2-(3-(2-(1,3-dioxoisoindolin-2-yloxy)ethoxy)propionylamino)-3-methylbutanoic acid (S)-tert-butyl ester